C(CCCCCCC\C=C/CCCCCCCC)(=O)OCC(COC(CCCCCCC\C=C/CCCCCCCC)=O)(COC(CCCCCCC\C=C/CCCCCCCC)=O)NC(CCN(C)CC)=O 2-(3-(ethyl(methyl)amino)propanamido)-2-((oleoyloxy)methyl)propane-1,3-diyl dioleate